N=1CCC1 2,3-dihydroazete